{2-[1-(6-chloro-7-methoxyquinazolin-4-yl)piperidin-4-yl]ethyl}(imino)methyl-λ6-sulfanone ClC=1C=C2C(=NC=NC2=CC1OC)N1CCC(CC1)CC[SH2](=O)C=N